C(CCC)[N+](C)(C)CCCO butyl-(3-hydroxypropyl)dimethylammonium